COCCN([C@H]1CNCC1)CCCCCC1=NC=2NCCCC2C=C1 (R)-N-(2-methoxyethyl)-N-(5-(5,6,7,8-tetrahydro-1,8-naphthyridin-2-yl)pentyl)pyrrolidin-3-amine